ClC1=C(C=C(C=N1)O)C1CCN(CC1)C1=CC=C(C=C1)Cl 6-chloro-5-(1-(4-chlorophenyl)-piperidin-4-yl)-3-hydroxy-pyridine